C(C)SSCC diethyldisulfide